ClC1=CC=C(C=C1)C=1SC=CN1 2-4-chlorophenylthiazole